2-(4-cyanophenyl)ethylammonium chloride [Cl-].C(#N)C1=CC=C(C=C1)CC[NH3+]